NC1CCN(CC1)C1CCN(CC1)C1=C(C=C(C=C1)NN1C(CCCC1=O)=O)F ((4-(4-amino-[1,4'-bipiperidin]-1'-yl)-3-fluorophenyl)amino)piperidine-2,6-dione